N-(6-(4-ethylpyridin-3-yl)benzo[d]thiazol-2-yl)-2-fluorocyclopropane-1-carboxamide C(C)C1=C(C=NC=C1)C1=CC2=C(N=C(S2)NC(=O)C2C(C2)F)C=C1